C(C1=CC=CC=C1)OC=1C(=NC=C(N1)Cl)CC 3-(benzyloxy)-5-chloro-2-ethylpyrazine